1-methyl-N-[2-[(2R)-1-methylpiperidin-2-yl]-1H-pyrrolo[3,2-c]pyridin-6-yl]indazole-6-carboxamide CN1N=CC2=CC=C(C=C12)C(=O)NC1=CC2=C(C=N1)C=C(N2)[C@@H]2N(CCCC2)C